4,4'-dimethoxytrityl chloride COC1=CC=C(C(C2=CC=C(C=C2)OC)(C2=CC=CC=C2)Cl)C=C1